CN(C=1C=C(C=CC1)C(=O)N1CCC2(C(N3[C@H](O2)CC[C@H]3C3=CC=CC=C3)=O)CC1)C (5'S,7a'R)-1-[3-(dimethylamino)benzene-1-carbonyl]-5'-phenyltetrahydro-3'H-spiro[piperidine-4,2'-pyrrolo[2,1-b][1,3]-oxazol]-3'-one